C(C)OC1N=CC=NC1(OC)CC(C)C 2-ethoxy-3-isobutyl-3-methoxypyrazine